Ethyl 4-(2,6-dichloro-4-(2,4-difluorophenyl) pyridin-3-yl)-2-hydroxybutyrate ClC1=NC(=CC(=C1CCC(C(=O)OCC)O)C1=C(C=C(C=C1)F)F)Cl